methyl (3Z)-3-(((4-(n-methyl-2-(4-methylpiperazin-1-yl)acetamido)phenyl)amino) (phenyl)methylidene)-2-oxo-2,3-dihydro-1H-indole-6-carboxylate ethanesulfonate C(C)S(=O)(=O)O.CN(C(CN1CCN(CC1)C)=O)C1=CC=C(C=C1)N\C(=C\1/C(NC2=CC(=CC=C12)C(=O)OC)=O)\C1=CC=CC=C1